C(C=C)(=O)N1CCC(CC1)C(=O)N1C[C@H](CC1)N1N=CC(=C1)C=1C=C(C=2N(C1)N=CC2C#N)OC (S)-6-(1-(1-(1-acryloylpiperidine-4-carbonyl)pyrrolidin-3-yl)-1H-pyrazol-4-yl)-4-methoxypyrazolo[1,5-a]pyridine-3-carbonitrile